7-benzyloxy-3-bromo-1,2-dihydronaphthalene C(C1=CC=CC=C1)OC1=CC=C2C=C(CCC2=C1)Br